C1OC(OCC12COC(OC2)C(CO)(C)C)C(CO)(C)C 2,2'-(2,4,8,10-tetraoxaspiro[5.5]undecane-3,9-diyl)bis(2-methylpropan-1-ol)